ClC=1C(=NC(=NC1)NC1CCOCC1)C1=CC=C2CN(C(C2=C1)=O)[C@@H](C(=O)N[C@H](CO)C1=CC(=NC=C1)OCC)C (2R)-2-(6-{5-Chloro-2-[(oxan-4-yl)amino]pyrimidin-4-yl}-1-oxo-2,3-dihydro-1H-isoindol-2-yl)-N-[(1S)-1-(2-ethoxypyridin-4-yl)-2-hydroxyethyl]propanamid